(R)-4-((4-fluorobenzyl)oxy)-N-methyl-N-(oxiran-2-ylmethyl)aniline FC1=CC=C(COC2=CC=C(N(C[C@H]3OC3)C)C=C2)C=C1